C(C)(C)(C)OC(N[C@@H]1CC(=CCC1)C1=C2C(=C(N(C2=C(C=C1F)C#N)COCC[Si](C)(C)C)C)C)=O (S)-(3-(7-cyano-5-fluoro-2,3-dimethyl-1-((2-(trimethylsilyl)-ethoxy)methyl)-1H-indol-4-yl)cyclohex-3-en-1-yl)carbamic acid tert-butyl ester